6-(2-bromo-6-chloropyridin-4-yl)-5-isopropylmorpholin-3-one BrC1=NC(=CC(=C1)C1OCC(NC1C(C)C)=O)Cl